(methyl)(amino)-4-(4-fluorophenyl)thiazole-5-carbonitrile CS1C(=NC(=C1C#N)C1=CC=C(C=C1)F)N